[Si](C)(C)(C(C)(C)C)OC[C@@H](CN(NC(=O)OC(C)(C)C)CC1=CC2=C(N=C(S2)C)C=C1)C tert-butyl (R)-2-(3-((tert-butyldimethylsilyl)oxy)-2-methylpropyl)-2-((2-methylbenzo[d]thiazol-6-yl)methyl)hydrazine-1-carboxylate